ClC=1C=C(C(=O)N)C=C(C1O)Cl 3,5-dichloro-4-hydroxybenzamide